N-[[6-(1-Naphthyloxy)-2-pyridyl]sulfonyl]-2-(2,2,4-trimethylpyrrolidin-1-yl)pyridin-3-carboxamid C1(=CC=CC2=CC=CC=C12)OC1=CC=CC(=N1)S(=O)(=O)NC(=O)C=1C(=NC=CC1)N1C(CC(C1)C)(C)C